C(CC(C)C)NC1=CC=CC2=CC=CC=C12 N-isopentylnaphthalen-1-amine